2'-(2-methyl-1'H,7H-spiro[furo[3,4-b]pyridine-5,4'-piperidin]-1'-yl)-1,3-dihydro-4'H-spiro[indene-2,5'-[1,3]oxazol]-4'-one CC1=CC=C2C(=N1)COC21CCN(CC1)C=1OC2(C(N1)=O)CC1=CC=CC=C1C2